NC1=C(C=C(C=C1C(=O)N)C1=CC=C(C=C1)Cl)C1=CC=C(C=C1)C=1N=NNC1 4'-amino-4-chloro-4''-(1H-1,2,3-triazol-4-yl)-[1,1':3',1''-terphenyl]-5'-carboxamide